4-(6-Fluoropyridin-3-yl)-6-(2-hydroxy-2-methyl-4-trimethylsilyl-but-3-ynyloxy)pyrazolo[1,5-a]pyridine-3-carbonitrile FC1=CC=C(C=N1)C=1C=2N(C=C(C1)OCC(C#C[Si](C)(C)C)(C)O)N=CC2C#N